BrC1=C(SC=2C(N(C=CC21)C)=O)C(=O)NN bromo-6-methyl-7-oxo-6,7-dihydrothieno[2,3-c]Pyridine-2-carbohydrazide